(S)-N-(3-(1-((2-ethyl-2H-pyrazolo[3,4-b]pyrazin-6-yl)amino)ethyl)phenyl)-2-(5-methoxypyridin-2-yl)acetamide C(C)N1N=C2N=C(C=NC2=C1)N[C@@H](C)C=1C=C(C=CC1)NC(CC1=NC=C(C=C1)OC)=O